[2H]C(CCOC1OCCCC1)(OC1=NN(C(=C1[N+](=O)[O-])C)C1CCOCC1)[2H] 3-(1,1-dideutero-3-tetrahydropyran-2-yloxy-propoxy)-5-methyl-4-nitro-1-tetrahydropyran-4-yl-pyrazole